1-(2-((5-(2-bromo-3-isopropylphenyl)pyridazin-3-yl)oxy)ethyl)-N,N-bis(4-methoxybenzyl)-1H-pyrazole-3-sulfonamide BrC1=C(C=CC=C1C(C)C)C=1C=C(N=NC1)OCCN1N=C(C=C1)S(=O)(=O)N(CC1=CC=C(C=C1)OC)CC1=CC=C(C=C1)OC